N-((2-(6-(6-oxa-2,9-diazaspiro[4.5]decan-2-yl)pyridin-2-yl)-1,6-naphthyridin-7-yl)methyl)-4-methyl-3-(methylsulfonyl)benzamide C1N(CCC12OCCNC2)C2=CC=CC(=N2)C2=NC1=CC(=NC=C1C=C2)CNC(C2=CC(=C(C=C2)C)S(=O)(=O)C)=O